C(#N)C(CC(C1=CC=CC=C1)=O)C1=CC=C(C#N)C=C1 4-(1-cyano-3-oxo-3-phenylpropyl)benzonitrile